N,N-Diisopropyl-2-ethylhexylamin C(C)(C)N(C(C)C)CC(CCCC)CC